3-[(1,3-dioxoisoindolin-2-yl) methyl]-benzyl 5-hydroxy-piperidine-1-carboxylate OC1CCCN(C1)C(=O)OCC1=CC(=CC=C1)CN1C(C2=CC=CC=C2C1=O)=O